N(N)CC(=S)N 2-hydrazinothioacetamide